(5S)-2-[(5-Bromopyridin-3-yl)methyl]-3-oxo-2,3,5,6,7,8-hexahydro[1,2,4]triazolo[4,3-a]pyridin BrC=1C=C(C=NC1)CN1N=C2N(CCCC2)C1=O